BrC1=CC=C(C=C1)C=1C(=NN(C1)C)NC(OC(C)(C)C)=O tert-butyl (4-(4-bromophenyl)-1-methyl-1H-pyrazol-3-yl)carbamate